tert-butyl 4-((3,4-difluorophenyl)amino)-4-(2-oxoethyl)piperidine-1-carboxylate FC=1C=C(C=CC1F)NC1(CCN(CC1)C(=O)OC(C)(C)C)CC=O